ethyl 4-([[4-(diethoxyphosphoryl)phenyl]methyl]amino)-5H-pyrrolo[3,2-d]-pyrimidine-7-carboxylate C(C)OP(=O)(OCC)C1=CC=C(C=C1)CNC=1C2=C(N=CN1)C(=CN2)C(=O)OCC